ClC1=NC(=NC(=C1Cl)C(F)F)C 4,5-dichloro-2-methyl-6-difluoromethyl-pyrimidine